OCCS(=O)(=O)NC1=CC(=C(C=C1)C1=C(N=C(N1C)N1CCCCC1)C(=O)N)N1CCC2(CC2)CC1 (4-((2-hydroxyethyl)sulfonylamino)-2-(6-azaspiro[2.5]octane-6-yl)phenyl)-1-methyl-2-(piperidin-1-yl)-1H-imidazole-4-carboxamide